FC=1C=C2CCN(CC2=CC1)C1=C2C=CNC2=C(C=C1)NC(CC(C)(C)C)=O N-(4-(6-fluoro-3,4-dihydroisoquinolin-2(1H)-yl)-1H-indol-7-yl)-3,3-dimethylbutyramide